BrC=1C=C2C(=NN(C(C2=CC1)=O)CC(=O)O)OC(F)C1CC1 2-(6-bromo-4-(cyclopropylfluoromethoxy)-1-oxophthalazin-2(1H)-yl)acetic acid